2-hydroxy-N-((5-(2-((6-methoxy-2-methylquinazolin-4-yl)thio)acetyl)thiophen-2-yl)methyl)-N-methylacetamide OCC(=O)N(C)CC=1SC(=CC1)C(CSC1=NC(=NC2=CC=C(C=C12)OC)C)=O